O1CCN(CC1)C=1N=C(C2=C(N1)C=CS2)N2CCN(CC2)CC=2C=C1CN(C(C1=CC2)=O)C2C(NC(CC2)=O)=O 3-(5-((4-(2-morpholinothieno[3,2-d]pyrimidin-4-yl)piperazin-1-yl)methyl)-1-oxoisoindolin-2-yl)piperidine-2,6-dione